2-Methyl-2-hepten-4-one CC(C)=CC(CCC)=O